(2S,4R)-4-fluoro-1-(2-{imidazo[1,2-a]pyridin-3-yl}acetyl)-N-[(S)-phenyl[4-(propan-2-yl)phenyl]methyl]pyrrolidine-2-carboxamide F[C@@H]1C[C@H](N(C1)C(CC1=CN=C2N1C=CC=C2)=O)C(=O)N[C@H](C2=CC=C(C=C2)C(C)C)C2=CC=CC=C2